NCCNN1[C@@H](CCC1)C(=O)[Si](OCC)(OCC)OCC Aminoethylaminoprolyltriethoxysilan